N-{5-(3,4-dichlorophenoxy)pyridin-3-yl}acrylamide ClC=1C=C(OC=2C=C(C=NC2)NC(C=C)=O)C=CC1Cl